[Ti+2].CC([O-])C.CC([O-])C.N(CCO)(CCO)CCO.N(CCO)(CCO)CCO Bis(triethanolamine) diisopropoxide titanium